CC1=NOC(=C1C=1C=CC(N(C1)CC1=C(OCC(=O)O)C=CC=C1)=O)C 2-(2-[5-(3,5-dimethyl-1,2-oxazol-4-yl)-2-oxo-1,2-dihydropyridin-1-yl]methylphenoxy)acetic acid